(2S,6R)-2,6-dimethyl-4-(3-(1-methyl-1H-benzo[d]imidazol-6-yl)imidazo[1,2-b]pyridazin-6-yl)morpholine C[C@H]1CN(C[C@H](O1)C)C=1C=CC=2N(N1)C(=CN2)C=2C=CC1=C(N(C=N1)C)C2